FC(CC(=CC=C)C(F)(F)F)(F)F 6,6,6-trifluoro-4-(trifluoromethyl)hexa-1,3-diene